CC(C)(CC(C)O)O 2-methylpentane-2,4-Diol